COC(=O)C1CC(N(CC1)C(=O)OCC1=CC=CC=C1)C1=CC=C(C=C1)C(N)=O (4-carbamoyl-phenyl)piperidine-1,4-dicarboxylic acid 1-benzyl 4-methyl ester